N-(3-fluoro-4-{[2-(5-{[(2-methoxyethyl)amino]methyl}pyridin-2-yl)thieno[3,2-b]pyridine-7-yl]oxy}phenyl)-1-(4-fluorophenyl)-6-methyl-2-oxo-1,2-dihydropyridine-3-carboxamide FC=1C=C(C=CC1OC1=C2C(=NC=C1)C=C(S2)C2=NC=C(C=C2)CNCCOC)NC(=O)C=2C(N(C(=CC2)C)C2=CC=C(C=C2)F)=O